N[C@H](C(=O)OCC)COC(C)(C)C ethyl (S)-2-amino-3-tertiary-butoxypropionate